N-(4-(3-fluorophenoxy)phenyl)-3,4-dihydro-2H-[1,4]oxazino[2,3-f]quinazolin-10-amine FC=1C=C(OC2=CC=C(C=C2)NC2=NC=NC3=CC=C4C(=C23)OCCN4)C=CC1